[Cu].COC1=CC=C(C=C1)C=1C2=CC=C(N2)C(=C2C=CC(C(=C3C=CC(=C(C=4C=CC1N4)C4=CC=C(C=C4)OC)N3)C3=CC=C(C=C3)OC)=N2)C2=CC=C(C=C2)OC 5,10,15,20-tetra(p-methoxyphenyl)porphyrin copper